C(#N)C1=CC(=C(C=C1)NS(=O)(=O)C1=CNC(=C1)C1=C(C=CC=C1)C(F)F)F N-(4-cyano-2-fluoro-phenyl)-5-[2-(difluoromethyl)phenyl]-1H-pyrrole-3-sulfonamide